(4aR,8aS)-6-[6-[(2-Methoxyphenyl)methyl]-2-azaspiro[3.3]heptane-2-carbonyl]-4,4a,5,7,8,8a-hexahydropyrido[4,3-b][1,4]oxazin-3-one COC1=C(C=CC=C1)CC1CC2(CN(C2)C(=O)N2C[C@@H]3[C@@H](OCC(N3)=O)CC2)C1